CN(CC(=O)O)CC[C@@H](CC1CCN(CC1)C)C1=CC(=CC=C1)C(F)(F)F 2-(methyl((R)-4-(1-methylpiperidin-4-yl)-3-(3-(trifluoromethyl)phenyl)butyl)amino)acetic acid